(2S)-2-(4,5-dichloro-6-oxo-pyridazin-1-yl)-N-[4-methyl-3-(2-thiazol-4-ylethylsulfamoyl)phenyl]propanamide ClC=1C=NN(C(C1Cl)=O)[C@H](C(=O)NC1=CC(=C(C=C1)C)S(NCCC=1N=CSC1)(=O)=O)C